NC1=C(C=C(C=C1)N1CCC(CC1)(O)C(F)(F)F)C 1-(4-amino-3-methylphenyl)-4-(trifluoromethyl)piperidin-4-ol